O1C(=CC=C1)CN(C(C(=O)C1=CNC2=CC=CC=C12)C1=CC=CC=C1)C 2-[2-furylmethyl(methyl)amino]-1-(1H-indol-3-yl)-2-phenyl-ethanone